(2R)-2-{6-[5-chloro-2-(methylamino)pyrimidin-4-yl]-1-oxo-2,3-dihydro-1H-isoindol-2-yl}-N-[(1S)-2-hydroxy-1-(3-methylphenyl)ethyl]propanamide ClC=1C(=NC(=NC1)NC)C1=CC=C2CN(C(C2=C1)=O)[C@@H](C(=O)N[C@H](CO)C1=CC(=CC=C1)C)C